ethyl 6-chloro-7-fluoro-4-[3-(4-fluorophenyl)propyl]-2,3-dihydro-1,4-benzoxazine-8-carboxylate Ethyl-6-chloro-7-fluoro-3,4-dihydro-2H-1,4-benzoxazine-8-carboxylate C(C)OC(=O)C1=C(C(=CC=2NCCOC21)Cl)F.ClC=2C(=C(C1=C(N(CCO1)CCCC1=CC=C(C=C1)F)C2)C(=O)OCC)F